OC1=C(C=C(C=C1)/C=C/C(=O)NC1=CC(=CC=C1)Cl)OC (E)-3-(4-hydroxy-3-methoxyphenyl)-N-(m-chlorophenyl)acrylamide